C(=O)(OCC1=CC=CC=C1)N(CC(=O)O)CCCCN Cbz-aminobutyl-glycine